ClC1=CC=C(C=C1)[C@@]1(N(C(C2=CC(=CC(=C12)F)C(C)(C)O)=O)CC=1C(=NC(=CC1)C)OC)OC (3R)-3-(4-chlorophenyl)-4-fluoro-6-(2-hydroxypropan-2-yl)-3-methoxy-2-[(2-methoxy-6-methylpyridin-3-yl)methyl]-2,3-dihydro-1H-isoindol-1-one